FC=1C=C(C=C(C1)S(=O)(=O)C)NC1=CC(=NC=C1C1=NN(C=C1)C)NC(C)=O N-(4-((3-fluoro-5-(methylsulfonyl)phenyl)amino)-5-(1-methyl-1H-pyrazol-3-yl)pyridin-2-yl)acetamide